(1-methyl-1H-pyrazol-5-yl)boric acid CN1N=CC=C1OB(O)O